C(#N)CC1CC(CC1)C#N 3-(cyanomethyl)cyclopentanecarbonitrile